FC=1C=C2C(=CNC2=CC1F)NC(=O)C1=NOC(=C1)C=1C=NC(=C(C1)F)N1CCC(CC1)(F)F N-(5,6-difluoro-1H-indol-3-yl)-5-[6-(4,4-difluoropiperidin-1-yl)-5-fluoropyridin-3-yl]-1,2-oxazole-3-carboxamide